(+/-)-(trans)-N-[8-amino-6-(4-methylisothiazol-3-yl)-3-isoquinolinyl]-2-cyano-cyclopropanecarboxamide NC=1C=C(C=C2C=C(N=CC12)NC(=O)[C@H]1[C@@H](C1)C#N)C1=NSC=C1C |r|